(5-((3-imino-3-morpholinopropyl)carbamoyl)-1-methyl-1H-pyrrol-3-yl)nicotinamide N=C(CCNC(=O)C1=CC(=CN1C)C1=C(C(=O)N)C=CC=N1)N1CCOCC1